3,3-dimethyl-4,4-biphenyl diisocyanate [N-]=C=O.[N-]=C=O.CC1(CC=CC=C1C1=CC=CC=C1)C